N-(5-amino-2-methylpyridin-3-yl)-2-(1,5-dimethyl-1H-pyrazol-4-yl)pyrazolo[5,1-b]thiazole-7-carboxamide NC=1C=C(C(=NC1)C)NC(=O)C=1C=NN2C1SC(=C2)C=2C=NN(C2C)C